(S)-3-methyl-2-(7-(3-phenethylureido)dibenzo[b,d]thiophene-3-sulfonamido)butanoic acid CC([C@@H](C(=O)O)NS(=O)(=O)C=1C=CC2=C(SC3=C2C=CC(=C3)NC(=O)NCCC3=CC=CC=C3)C1)C